C1(=CC=CC=C1)S(=O)(=O)CP(OCC)(OCC)=O diethyl ((phenylsulfonyl)methyl)phosphonate